cyclooctyltriisopropoxysilane C1(CCCCCCC1)[Si](OC(C)C)(OC(C)C)OC(C)C